chloro-2-methyl-5-((2-(3-(5-methyl-6-oxo-1,6-dihydropyridazin-4-yl)propyl)-2-azaspiro[3.3]heptan-6-yl)(oxetan-3-yl)methyl)phthalazin-1(2H)-one ClC1=NN(C(C2=CC=CC(=C12)C(C1COC1)C1CC2(CN(C2)CCCC=2C=NNC(C2C)=O)C1)=O)C